FC(C1=CC=C(C=C1)N1C[C@@H](CCC1)NC(OC(C)(C)C)=O)(F)F Tert-butyl (R)-(1-(4-(trifluoromethyl)phenyl)piperidin-3-yl)carbamate